O=S1(C(CNCC1)CC(=O)N1CC(C1)OC1=C(C=2O[B-](CCC2C=C1)(O)O)C(=O)O)=O 8-({1-[(1,1-dioxo-1λ6-thiomorpholin-2-yl)acetyl]azetidin-3-yl}oxy)-4,4-dihydroxy-5-oxa-4-boranuidabicyclo[4.4.0]deca-1(6),7,9-triene-7-carboxylic acid